octyl-isothiazol-3-one C(CCCCCCC)C=1C(NSC1)=O